COC(=O)C1=CC=C(C=N1)C(=O)O 6-(methoxycarbonyl)pyridine-3-carboxylic acid